C(C)(C)(C)OC(=O)NC1=CC(=C(C=C1OC)N1CCC(CC1)N1CCN(CC1)C(=O)[O-])CC 4-(1-(4-((tert-Butoxycarbonyl)amino)-2-ethyl-5-methoxyphenyl)piperidin-4-yl)piperazine-1-carboxylate